(1S,2S)-N-(4-((6-cyclopropylimidazo[1,2-a]pyridin-2-yl)methyl)-7-sulfamoyl-3,4-dihydro-2H-benzo[b][1,4]oxazin-6-yl)-2-(4-methylpyrimidin-2-yl)cyclopropane-1-carboxamide C1(CC1)C=1C=CC=2N(C1)C=C(N2)CN2C1=C(OCC2)C=C(C(=C1)NC(=O)[C@@H]1[C@H](C1)C1=NC=CC(=N1)C)S(N)(=O)=O